(R)-2-Chloro-4-(3-methyl-8-(6-(piperidin-4-ylthio)nicotinoyl)-2,8-diazaspiro[4.5]decan-2-yl)benzonitrile ClC1=C(C#N)C=CC(=C1)N1CC2(C[C@H]1C)CCN(CC2)C(C2=CN=C(C=C2)SC2CCNCC2)=O